N-[(S)-(4,4-Difluorocyclohexyl)-[7-[[(3S*,5S)-2-oxo-5-(trifluoromethyl)pyrrolidin-3-yl]methyl]imidazo[1,2-b]pyridazin-2-yl]methyl]-4-methyl-1,2,5-oxadiazole-3-carboxamide FC1(CCC(CC1)[C@H](NC(=O)C1=NON=C1C)C=1N=C2N(N=CC(=C2)C[C@@H]2C(N[C@@H](C2)C(F)(F)F)=O)C1)F |o1:26|